N-[2-methanesulfonyl-5-(4-methylpiperazin-1-yl)phenyl]-8-(1-methyl-1H-indol-6-yl)quinoxalin-6-amine CS(=O)(=O)C1=C(C=C(C=C1)N1CCN(CC1)C)NC=1C=C2N=CC=NC2=C(C1)C1=CC=C2C=CN(C2=C1)C